1-(6-(4-chloro-3-cyclopropyl-1H-pyrrolo[2,3-b]pyridin-5-yl)pyridin-2-yl)-4-(3-(piperazin-1-yl)propyl)piperazin-2-one ClC1=C2C(=NC=C1C1=CC=CC(=N1)N1C(CN(CC1)CCCN1CCNCC1)=O)NC=C2C2CC2